N1N=NN=C1C1=CC=C(CN2C[C@@]3([C@@H](N[C@H]([C@@H]3C3=C(C=CC=C3)Cl)C(=O)NC=3C=NC(=CC3)O)CC(C)(C)C)C3=CC(=CC=C23)Cl)C=C1 (2'S,3S,4'S,5'R)-1-(4-(1H-tetrazol-5-yl)benzyl)-5-chloro-4'-(2-chlorophenyl)-N-(6-hydroxypyridin-3-yl)-2'-neopentyl-spiro[indoline-3,3'-pyrrolidine]-5'-carboxamide